NC1=C(C=C2C(=N1)OCCO2)C(=O)OC methyl 6-amino-2,3-dihydro-[1,4]dioxino[2,3-b]pyridine-7-carboxylate